tert-butyl (S)-3-(4-(3-hydroxy-2-oxopyrrolidin-1-yl)-1-(4-(trifluoromethoxy)phenyl)-1H-pyrazolo[3,4-b]pyridin-3-yl)azetidine-1-carboxylate O[C@@H]1C(N(CC1)C1=C2C(=NC=C1)N(N=C2C2CN(C2)C(=O)OC(C)(C)C)C2=CC=C(C=C2)OC(F)(F)F)=O